C(C)OC1OC(OC1)=O 4-ethoxy-1,3-dioxolan-2-one